ClC=1C=C(C=CC1)CCC(=O)O 3-(3-chloro-phenyl)-propionic acid